1,3-bis(3-((1-((1-methoxypropan-2-yl)oxy)propan-2-yl)oxy)prop-1-en-2-yl)benzene COCC(C)OCC(C)OCC(=C)C1=CC(=CC=C1)C(=C)COC(COC(COC)C)C